ClC=1C=C2CNC(C2=CC1CN[C@H]1[C@H](CCC1)O)=O 5-chloro-6-({[(1R,2S)-2-hydroxycyclopentyl]amino}methyl)-2,3-dihydro-isoindol-1-one